O[C@@H]1C[C@@H](O[C@@H]1CO)N1C(NC(C(=C1)C)=O)=O 1-[(2R,4R,5R)-4-hydroxy-5-(hydroxymethyl)oxolan-2-yl]-5-methyl-3H-pyrimidine-2,4-dione